C(C)(C)(C)N(C(O)=O)C[C@H]1CN(CC1)CC1=C(C=C(C(=C1)Cl)C#N)OCC.ClC1=CC=C(C=C1)C1=C(N=C(N1)C1=CC=C(NCC2=CC(=CC=C2)F)C=C1)C 4-(5-(4-chlorophenyl)-4-methyl-1H-imidazol-2-yl)-N-(3-fluorobenzyl)aniline tert-butyl-(R)-((1-(5-chloro-4-cyano-2-ethoxybenzyl)pyrrolidin-3-yl)methyl)carbamate